N1CC(C1)N1CCC(CC1)N1CCN(CC1)C 1-(1-(azetidin-3-yl)piperidin-4-yl)-4-methylpiperazine